FC1CCN(CC1)C1(C(NC2=C(C=CC=C12)C(F)(F)F)=O)C1=CC=C(C=C1)O 3-(4-fluoropiperidin-1-yl)-3-(4-hydroxyphenyl)-7-(trifluoromethyl)indol-2-one